OC1=C(C2=CC=CC=C2C=C1)C=O 2-Hydroxy-1-naphthaldehyd